9-chloro-7-(5-fluoro-1H-indol-1-yl)-4,5-dihydro-2H-spiro[benzo[f][1,4]oxazepine-3,1'-cyclopropane] ClC1=CC(=CC=2CNC3(CC3)COC21)N2C=CC1=CC(=CC=C21)F